7-(4-fluorophenyl)-1,4-oxazepane FC1=CC=C(C=C1)C1CCNCCO1